FC(N1N=CC(=C1)C=1C=C(C=2N=CN=C(C2N1)N[C@@H]1CNCCC1)C(=O)N)F 6-[1-(difluoromethyl)-1H-pyrazol-4-yl]-4-{[(3S)-piperidin-3-yl]amino}pyrido[3,2-d]pyrimidine-8-carboxamide